N-(5-(4-((tert-butyldimethylsilyl)oxy)piperidin-1-yl)-2-morpholinothiazolo[4,5-b]pyridin-6-yl)-5-(2-methylpyridin-4-yl)furan-2-carboxamide [Si](C)(C)(C(C)(C)C)OC1CCN(CC1)C1=C(C=C2C(=N1)N=C(S2)N2CCOCC2)NC(=O)C=2OC(=CC2)C2=CC(=NC=C2)C